OC=1C=CC(=C2C=CC=NC12)N=NC1=CC=C(C=C1)S(=O)(=O)O.N1=CC=CC2=CC=C3C=CC=NC3=C12 phenanthroline 4-(8-hydroxy-5-quinolylazo)benzenesulfonate